CC1=C(C=CC=C1C)C1=C(C=C(C(=O)OC)C=C1)C(NC1COC1)=O Methyl 4-(2,3-dimethylphenyl)-3-[(oxetan-3-yl)carbamoyl]benzoate